tert-butyl (R)-3-(2-methyl-5-(thiazol-2-ylmethoxy)benzofuran-3-carboxamido)pyrrolidine-1-carboxylate CC=1OC2=C(C1C(=O)N[C@H]1CN(CC1)C(=O)OC(C)(C)C)C=C(C=C2)OCC=2SC=CN2